CN1N=C(C=C1S(=O)(=O)N1CCC2(CCC(C2)N2CCC(CC2)(O)C)CC1)C 1-(8-((1,3-dimethyl-1H-pyrazol-5-yl)sulfonyl)-8-azaspiro[4.5]decan-2-yl)-4-methylpiperidin-4-ol